3-chloro-2-(2-chloroethoxy)-5-(5-((2-(methylthio)pyrimidin-5-yl)methoxy)-1H-indol-1-yl)benzonitrile ClC=1C(=C(C#N)C=C(C1)N1C=CC2=CC(=CC=C12)OCC=1C=NC(=NC1)SC)OCCCl